C(C)(=O)O[C@@H]1[C@H](O[C@@H]([C@H]([C@H]1OC(C)=O)OC(C)=O)OC1=CC=C(C=C1)C#C[Si](C)(C)C)CCP(O)(O)=O (2-((2R,3R,4S,5S,6R)-3,4,5-triacetoxy-6-(4-((trimethylsilyl)ethynyl)phenoxy)tetrahydro-2H-pyran-2-yl)ethyl)phosphonic acid